NCC1=CC=C(C=C1)CN(C1=C(C(=NN1C(C1=CC=CC=C1)=O)C1C(CN(CC1)CC(=O)N1CCOCC1)C)OC)C 4-[5-({[4-(aminomethyl)phenyl]methyl}(methyl)amino)-1-benzoyl-4-methoxy-1H-pyrazol-3-yl]-3-methylpiperidin-1-yl-1-(morpholin-4-yl)ethan-1-one